1-(1-ethoxyethyl)-3-iodo-1H-pyrazole C(C)OC(C)N1N=C(C=C1)I